1-(5-(4-fluorophenyl)-6-(tetrahydro-2H-pyran-4-yl)pyrrolo[2,3-f]indazol-1(5H)-yl)-2,2-dimethylpropan-1-one FC1=CC=C(C=C1)N1C(=CC2=C1C=C1C=NN(C1=C2)C(C(C)(C)C)=O)C2CCOCC2